CNC1CCC1 3-(methylamino)cyclobutane